The molecule is a hydrate that is the hexahydrate form of copper(2+) sulfate. It is a hydrate and a metal sulfate. It contains a copper(II) sulfate. O.O.O.O.O.O.[O-]S(=O)(=O)[O-].[Cu+2]